tert-butyl 4-(6-fluoro-3-methyl-2-oxo-1H-benzimidazol-5-yl)-3,6-dihydro-2H-pyridine-1-carboxylate FC=1C(=CC2=C(NC(N2C)=O)C1)C=1CCN(CC1)C(=O)OC(C)(C)C